N-(4-cyano-2-fluorobenzyl)-6-(3-(4-methoxybenzyl)ureido)spiro[3.3]heptane-2-carboxamide C(#N)C1=CC(=C(CNC(=O)C2CC3(C2)CC(C3)NC(=O)NCC3=CC=C(C=C3)OC)C=C1)F